4-[4-[(1,5-Dimethyl-3-oxo-2-phenyl-pyrazole-4-carbonyl)amino]phenoxy]-N-(1-methyl-4-piperidyl)-1,7-naphthyridine-6-carboxamide CN1N(C(C(=C1C)C(=O)NC1=CC=C(OC2=CC=NC3=CN=C(C=C23)C(=O)NC2CCN(CC2)C)C=C1)=O)C1=CC=CC=C1